N-(5-(2-(((1r,4r)-4-aminocyclohexyl)amino)-8-ethylquinazolin-6-yl)-4-methoxypyrimidin-2-yl)-2-chlorobenzene-sulfonamide NC1CCC(CC1)NC1=NC2=C(C=C(C=C2C=N1)C=1C(=NC(=NC1)NS(=O)(=O)C1=C(C=CC=C1)Cl)OC)CC